(2S)-2-amino-3-[3-(dihydroxyboranyl)-2-hydroxy-4-(trifluoromethyl)phenyl]propanoic acid N[C@H](C(=O)O)CC1=C(C(=C(C=C1)C(F)(F)F)B(O)O)O